CCCCCCC(=O)Cl 7-heptanoyl chloride